Rac-(3r,6s,7s,8as)-6-(benzo[d][1,3]dioxol-5-yl)-2,3,7-trimethyl-1,4-dioxooctahydropyrrolo[1,2-a]-pyrazine-7-carbonitrile O1COC2=C1C=CC(=C2)[C@H]2[C@](C[C@@H]1N2C([C@H](N(C1=O)C)C)=O)(C#N)C |r|